tertbutyl 1-(1s)-1-cyclohexyl-2-oxoethylcarbamate C1(CCCCC1)[C@@H](C=O)NC(OC(C)(C)C)=O